C(C)(C)(C)OC(=O)N1C=C2C(C=C1)=C(NN2)C (3-methyl)-1H-pyrazolo[3,4-c]pyridine-6-carboxylic acid tert-butyl ester